R-5H-[1]-benzopyrano[2,3-b]pyridine N1=C2C(=CC=C1)CC1=C(O2)C=CC=C1